2-[2-[bis(carboxymethyl)amino]ethyl-[2-[2-[bis(carboxymethyl)-amino]ethyl-(carboxymethyl)-amino]-ethyl]amino]acetic acid C(=O)(O)CN(CCN(CC(=O)O)CCN(CC(=O)O)CCN(CC(=O)O)CC(=O)O)CC(=O)O